5-(3-chloro-4-fluoroanilino)-3-aminopyrazole ClC=1C=C(NC2=CC(=NN2)N)C=CC1F